(3-nitrophenyl)-1,3,2-dioxaborolane [N+](=O)([O-])C=1C=C(C=CC1)B1OCCO1